[Hf].COC1=C(C=C(C=C1C(C)(C)C1=CC=CC=C1)C)C1=C(C=C(C=C1)C)C1=NC(=CC=C1)C1=C(C=CC(=C1)C)C1=C(C(=CC(=C1)C)C(C)(C)C1=CC=CC=C1)OC 2,6-bis(2'-methoxy-4,5'-dimethyl-3'-(2-phenylpropan-2-yl)-[1,1'-biphenyl]-2-yl)pyridine hafnium